2-(3-(benzyloxy)propyl)-5-bromo-1-methyl-7-(trifluoromethyl)quinolin-4(1H)-one C(C1=CC=CC=C1)OCCCC=1N(C2=CC(=CC(=C2C(C1)=O)Br)C(F)(F)F)C